(S)-3,3'-bis(1,4,6-triisopropylphenyl)-1,1'-binaphthyl-2,2'-diyl hydrogen phosphate P1(=O)(OC2=C(C3=CC=CC=C3C=C2C2(CC=C(C=C2C(C)C)C(C)C)C(C)C)C2=C(C(=CC3=CC=CC=C23)[C@@]2(CC=C(C=C2C(C)C)C(C)C)C(C)C)O1)O